4-[(1-oxo-1,2,3,4-tetrahydroisoquinolin-5-yl)amino]-2-({[4-(trifluoromethyl)phenyl]methyl}amino)pyrimidine-5-carboxamide O=C1NCCC2=C(C=CC=C12)NC1=NC(=NC=C1C(=O)N)NCC1=CC=C(C=C1)C(F)(F)F